6-bromo-1-methylpyrazolo[4,3-b]pyridine BrC=1C=C2C(=NC1)C=NN2C